methyl (1r,4r)-4-{methyl[(1S)-2,2,2-trifluoro-1-[4-({5-[(1S)-1-methoxyethyl]-1-(pyridin-2-yl)-1H-pyrazol-4-yl}amino)phenyl]ethyl]carbamoyl}cyclohexane-1-carboxylate CN(C(=O)C1CCC(CC1)C(=O)OC)[C@H](C(F)(F)F)C1=CC=C(C=C1)NC=1C=NN(C1[C@H](C)OC)C1=NC=CC=C1